sodium bis(2-ethylhexyl) sulphosuccinate S(=O)(=O)(O)C(C(=O)OCC(CCCC)CC)CC(=O)OCC(CCCC)CC.[Na]